CC1=C(C=CC=C1)C1=C(C=CC=C1)O 2-(2-methylphenyl)phenol